CC1(C(N(C1)CCCNC1=NC(=NC=C1C#N)NC=1C(=NN(C1)C1CC2CCC(C1)N2C)C)=O)C 4-((3-(3,3-dimethyl-2-oxoazetidin-1-yl)propyl)amino)-2-((3-methyl-1-(8-methyl-8-azabicyclo[3.2.1]oct-3-yl)-1H-pyrazol-4-yl)amino)pyrimidine-5-carbonitrile